7-(3,3-Dimethylbut-1-yn-1-yl)-5-(2-((4-(tetrahydro-2H-pyran-2-yl)-4H-1,2,4-triazol-3-yl)amino)pyridin-4-yl)-1H-indazol-3-amine CC(C#CC=1C=C(C=C2C(=NNC12)N)C1=CC(=NC=C1)NC1=NN=CN1C1OCCCC1)(C)C